methyl 3-[(3-isopropylimidazol-4-yl)methylamino]-4-nitro-benzoate C(C)(C)N1C=NC=C1CNC=1C=C(C(=O)OC)C=CC1[N+](=O)[O-]